1-(1H-IMIDAZOL-2-YL)-PIPERIDINE-3-CARBALDEHYDE N1C(=NC=C1)N1CC(CCC1)C=O